COC=1C=C(C=CC1)[C@H](C)NC(=O)C1=CC=C2C(=C(N(C2=C1)C)C)CC=1C=C(OC(C(=O)O)(C)C)C=CC1 (S)-2-(3-((6-((1-(3-methoxyphenyl)ethyl)carbamoyl)-1,2-dimethyl-1H-indol-3-yl)methyl)phenoxy)-2-methylpropanoic acid